COC1=CC=C(C=C1)CN(C1=NC(=NC=2N1N=CC2C(F)(F)F)N2CC1CCC(C2)N1C(=O)OC(C)(C)C)CC1=CC=C(C=C1)OC tert-butyl 3-[4-{bis[(4-methoxyphenyl)methyl]amino}-8-(trifluoromethyl)pyrazolo[1,5-a][1,3,5]triazin-2-yl]-3,8-diazabicyclo[3.2.1]octane-8-carboxylate